C[C@@H]1N(C2=CC=C(C=C2CC1)C=1C=NN(C1)C1CCNCC1)C(C)=O (S)-1-(2-methyl-6-(1-(piperidin-4-yl)-1H-pyrazol-4-yl)-3,4-dihydro-quinolin-1(2H)-yl)ethan-1-one